BrC1=CC2=C(N(C=N2)C2=CC(=C(C(=O)NCC(F)(F)F)C(=C2)OC)OC)C=C1 4-(5-bromobenzimidazol-1-yl)-2,6-dimethoxy-N-(2,2,2-trifluoroethyl)benzamide